(2R)-4-[4-fluoro-3-(propan-2-yl)phenyl]-2-methylmorpholine FC1=C(C=C(C=C1)N1C[C@H](OCC1)C)C(C)C